N-benzyl-3-[8-(3-phenylpyrrolidin-1-yl)-1,5-naphthyridin-2-yl]benzene-1-sulfonamide hydrochloride Cl.C(C1=CC=CC=C1)NS(=O)(=O)C1=CC(=CC=C1)C1=NC2=C(C=CN=C2C=C1)N1CC(CC1)C1=CC=CC=C1